1-(4-hydroxyphenyl)-3-(4-tolyl)-2-propen-1-one OC1=CC=C(C=C1)C(C=CC1=CC=C(C=C1)C)=O